C1(=CC=C(C=C1)C1=NC2=CC=CC=C2C(=C1)C(=O)N1CCN(CC1)C(C)C)C1=CC=CC=C1 (2-([1,1'-biphenyl]-4-yl)quinolin-4-yl)(4-isopropylpiperazin-1-yl)methanone